C(C)S(=O)(=O)N([C@@H]1CN(CC1)C(=O)OC(C)(C)C)CC1=CC=C(C=C1)OC tert-butyl (3S)-3-{(ethanesulfonyl)[(4-methoxyphenyl)methyl]amino}pyrrolidine-1-carboxylate